3-(6,7-dihydrothieno[3,2-c]pyridin-5(4H)-yl)-2-hydroxypropyl 3-phenylpyrrolidine-1-carboxylate C1(=CC=CC=C1)C1CN(CC1)C(=O)OCC(CN1CC2=C(CC1)SC=C2)O